cyanoethyl diisopropyl phosphite P(OCCC#N)(OC(C)C)OC(C)C